The molecule is a tetracyclic antibacterial agent derived from neomycin, being a glycoside ester of neamine and neobiosamine B. It has a role as an antibacterial drug, an allergen and an Escherichia coli metabolite. It is a conjugate base of a framycetin(6+). C1[C@H]([C@@H]([C@H]([C@@H]([C@H]1N)O[C@@H]2[C@@H]([C@H]([C@@H]([C@H](O2)CN)O)O)N)O[C@H]3[C@@H]([C@@H]([C@H](O3)CO)O[C@@H]4[C@@H]([C@H]([C@@H]([C@@H](O4)CN)O)O)N)O)O)N